C(=O)(O)CCC(=O)OC(CC=CCCCCCCCC(=O)O)CCCCCC 12-((3-Carboxypropanoyl)oxy)octadec-9-enoic acid